[Fe].[Mn] manganese iron